1-((4-fluorophenyl)sulfonyl)-5-(4-methoxyphenyl)-3-(p-tolyl)-4,5-dihydro-1H-pyrazole FC1=CC=C(C=C1)S(=O)(=O)N1N=C(CC1C1=CC=C(C=C1)OC)C1=CC=C(C=C1)C